2-(Aminooxy)tetrahydro-2H-pyran tert-Butyl-8-(azidomethyl)-11,11-difluoro-1,3,4,7,8,9,10,11-octahydro-2H-pyrido[4',3':3,4]-pyrazolo[1,5-a]azepine-2-carboxylate C(C)(C)(C)OC(=O)N1CC=2C(=NN3C2C(CCC(C3)CN=[N+]=[N-])(F)F)CC1.NOC1OCCCC1